[1,1':3',1''-terphenyl]-2'-carbonitrile C1(=CC=CC=C1)C1=C(C(=CC=C1)C1=CC=CC=C1)C#N